N-((6-Azaspiro[2.5]octan-1-yl)methyl)-6-(2-chloro-5-fluorophenyl)pyridazin-3-amine hydrochloride salt Cl.C1(CC12CCNCC2)CNC=2N=NC(=CC2)C2=C(C=CC(=C2)F)Cl